CCC(C)N1C(=O)C=CC1=O N-sec-butylmaleimide